methyl 3-[1-[difluoro[(trifluorovinyl)oxy]methyl]-1,2,2,2-tetrafluoroethoxy]-2,2,3,3-tetrafluoropropionate FC(C(C(F)(F)F)(OC(C(C(=O)OC)(F)F)(F)F)F)(OC(=C(F)F)F)F